OC1=C(C=CC(=C1)C(F)(F)F)C1=C(N=C(N=N1)N1C[C@@H](C[C@H](C1)OC)O)C (3R,5R)-1-(6-(2-hydroxy-4-(trifluoromethyl)phenyl)-5-methyl-1,2,4-triazin-3-yl)-5-methoxypiperidin-3-ol